(R)-1-(2-methyl-3-(trifluoromethyl)phenyl)ethane-1-amine CC1=C(C=CC=C1C(F)(F)F)[C@@H](C)N